[N+](=O)([O-])C1=CC=C(C=C1)\N=N\C1=CC=CC=C1 (E)-1-(4-nitrophenyl)-2-phenyldiazene